BrC=1C=CC2=C(N(C(N2)=O)C)C1 6-bromo-1-methyl-3H-1,3-benzodiazol-2-one